CC1(C(NC2=CC=CC=C12)C(=O)OCC)C ethyl 3,3-dimethylindoline-2-carboxylate